C(C1=CC=CC=C1)N1C(CN(CC1)C(=O)OC(C)(C)C)COS(=O)(=O)C tert-Butyl 4-benzyl-3-(((methylsulfonyl)oxy)methyl)piperazine-1-carboxylate